ClC=1C(=CC(=NC1)NC(NC1CCC(CC1)NC(C)=O)=O)C1=CN=C(N1C(C)C)C N-((1r,4r)-4-(3-(5-chloro-4-(1-isopropyl-2-methyl-1H-imidazol-5-yl)pyridin-2-yl)ureido)cyclohexyl)acetamide